O[C@H](C(=O)N1CC2=C(C=C(C=C2CC1)C=1C=C2C(=NC1)NC=C2C)[C@H]2NCCC2)C=2C=NC=CC2 (S)-2-hydroxy-1-(6-(3-methyl-1H-pyrrolo[2,3-b]pyridin-5-yl)-8-((S)-pyrrolidin-2-yl)-3,4-dihydroisoquinolin-2(1H)-yl)-2-(pyridin-3-yl)ethan-1-one